ClC1=NC=C(C(=N1)OC)C(=O)NC1=C(C=C(C=C1Cl)F)Cl 2-chloro-N-(2,6-dichloro-4-fluorophenyl)-4-methoxypyrimidine-5-carboxamide